CNC=1C(=C2N=C(C=NC2=CC1)C=1C=NN(C1)C)N N6-Methyl-3-(1-methyl-1H-pyrazol-4-yl)quinoxaline-5,6-diamine